1,2-Diaminopropane NCC(C)N